C(C)OC1=CC=C(C=C1)C(C1=CC=C(C=C1)OCC)[SH2+] bis-(4-ethoxyphenyl)methylsulfonium